N1C(=NC2=C1C=CC=C2)CN2CCCCC2 1-((1H-benzo[d]imidazol-2-yl)methyl)piperidin